(((((2S,3S,4R,5R)-5-(5-chloro-7-(cyclopentylamino)-3H-[1,2,3]-triazolo[4,5-b]pyridin-3-yl)-3,4-dihydroxytetrahydrofuran-2-yl)methoxy)sulfonyl)methyl)-phosphonic acid ClC1=CC(=C2C(=N1)N(N=N2)[C@H]2[C@@H]([C@@H]([C@@H](O2)COS(=O)(=O)CP(O)(O)=O)O)O)NC2CCCC2